4-ethyl-6-tertbutyl-m-phenylenediamine C(C)C1=C(C=C(C(=C1)C(C)(C)C)N)N